CN(S(=O)(=O)C1=CC=C(C=C1)C1=C(NC2=C(C=CC=C12)CCOC1=CC=CC=C1)C(=O)O)C 3-(4-(N,N-dimethylsulfamoyl)phenyl)-7-(2-phenoxyethyl)-1H-indole-2-carboxylic acid